N-(3,5-dibromo-6-(cyclopropylmethyl)pyrazin-2-yl)-6-ethoxypyridinecarboxamide BrC=1C(=NC(=C(N1)Br)CC1CC1)NC(=O)C1=NC(=CC=C1)OCC